2-[1-[3-Cyano-6-[1-(1-cyano-4-piperidyl)-5-methyl-triazol-4-yl]pyrazolo[1,5-a]pyridin-4-yl]oxyethyl]benzamide C(#N)C=1C=NN2C1C(=CC(=C2)C=2N=NN(C2C)C2CCN(CC2)C#N)OC(C)C2=C(C(=O)N)C=CC=C2